[Na+].C(CCCCCCCC)(=O)NCCCCCC(=O)OC1=CC=C(C=C1)S(=O)(=O)[O-] 4-[N-(nonanoyl)aminocaproyloxy]-benzenesulfonic acid sodium salt